F[C@H]1CN(CC[C@H]1C1=CN2C(=NC(=CC2=O)C=2C=C(C=3N(N2)C=C(N3)C)OC)S1)C(=O)OC(C)(C)C tert-butyl (3R,4R)-3-fluoro-4-[7-(8-methoxy-2-methyl-imidazo[1,2-b]pyridazin-6-yl)-5-oxo-thiazolo[3,2-a]pyrimidin-2-yl]piperidine-1-carboxylate